CC[C@H](C)C(=O)O[C@H]1CCC=C2[C@H]1[C@H]([C@H](C=C2)C)CC[C@H](C[C@H](CC(=O)[O-])O)O The molecule is a hydroxy monocarboxylic acid anion resulting from the deprotonation of the carboxy group of mevinic acid. The major species at pH 7.3. It is a conjugate base of a mevinic acid.